allyl (6S,6aS)-2-methoxy-3-(4-methoxy-4-oxobutoxy)-12-oxo-6-((tetrahydro-2H-pyran-2-yl)oxy)-6,6a,7,8,9,10-hexahydrobenzo[e]pyrido[1,2-a][1,4]diazepine-5(12H)-carboxylate COC1=CC2=C(N([C@H]([C@H]3N(C2=O)CCCC3)OC3OCCCC3)C(=O)OCC=C)C=C1OCCCC(=O)OC